tetracyclo[6.2.1.13,6.02,7]dodec-9-en-4-ol C12C3C4C(CC(C3C(C=C1)C2)C4)O